COC=1C=C(C=C(C1)OC)N1NC2=CC=CC=C2C1=O 2-(3,5-dimethoxyphenyl)-indazol-3-one